spiro[3.3]heptan-2-ylmethyl (1-(2-(2,6-dioxopiperidin-3-yl)-3-oxoisoindolin-5-yl)cyclopropyl)carbamate O=C1NC(CCC1N1CC2=CC=C(C=C2C1=O)C1(CC1)NC(OCC1CC2(C1)CCC2)=O)=O